OCC=1C=C(C=C(C1)C(F)(F)F)NC(=O)NC1CC2(CN(C2)C(=O)C=2C3=C(N=CN2)C=CS3)C1 1-(3-(hydroxymethyl)-5-(trifluoromethyl)phenyl)-3-(2-(thieno[3,2-d]pyrimidine-4-carbonyl)-2-azaspiro[3.3]heptan-6-yl)urea